CC=1N=C2N(C=C(N=C2C)N=C(C2=CC=CC=C2)C2=CC=CC=C2)C1 N-{2,8-dimethylimidazo[1,2-a]pyrazin-6-yl}-1,1-diphenylmethanimine